CN1CCN(CC1)C1=NC(=NC2=C1OCCN2)N 4-(4-methylpiperazin-1-yl)-7,8-dihydro-6H-pyrimido[5,4-b][1,4]oxazin-2-amine